5-Phenyl-1H-pyrazole-3-carboxylic acid {2-[4-(2-cyano-phenoxy)-piperidin-1-yl]-2-oxo-ethyl}-amide C(#N)C1=C(OC2CCN(CC2)C(CNC(=O)C2=NNC(=C2)C2=CC=CC=C2)=O)C=CC=C1